2-methoxy-1-phenethyl-1-(4-phenylbut-1-yn-1-yl)-1,2-dihydro-3H-imidazo[1,5-a]indol-3-one CON1C(N2C(=CC=3C=CC=CC23)C1(C#CCCC1=CC=CC=C1)CCC1=CC=CC=C1)=O